2(3H)-FURANONE O1C(CC=C1)=O